tert-butyl 4,4-difluoro-2,7-diazaspiro[4.5]decane-2-carboxylate FC1(CN(CC12CNCCC2)C(=O)OC(C)(C)C)F